benzyl (methacrylate) C(C(=C)C)(=O)OCC1=CC=CC=C1